3,5-difluorothiophenol FC=1C=C(C=C(C1)F)S